CC1CC2=C(NN=C2C(=O)OCC)CO1 ethyl 5-methyl-1,4,5,7-tetrahydropyrano[3,4-c]pyrazole-3-carboxylate